N-(2-bromo-3-fluorophenyl)cinnamamide Sodium [Na].BrC1=C(C=CC=C1F)NC(C=CC1=CC=CC=C1)=O